CCC(CCC)OC1CO1 3-hexoxyethyleneoxide